FC(CCS(=O)(=O)[O-])(C(C(C(C(C(F)(F)F)(F)F)(F)F)(F)F)(F)F)F 3,3,4,4,5,5,6,6,7,7,8,8,8-tridecafluorooctane-1-sulfonate